NC1=CC=C(OC2=C(C=C(C=C2)N)CCCCC)C=C1 4-(4-aminophenoxy)-3-pentylbenzenamine